CN(C(=O)C=1C=C(C=CC1)[C@H](CC(=O)O)N1N=CC2=CC(=CC=C12)OCCC1=NC=2NCCCC2C=C1)C (S)-3-(3-(dimethylcarbamoyl)phenyl)-3-(5-(2-(5,6,7,8-tetrahydro-1,8-naphthyridin-2-yl)ethoxy)-1H-indazol-1-yl)propionic acid